benzyl 2-(3-((tert-butoxycarbonyl)(methyl)amino)cyclohexyl)hydrazine-1-carboxylate C(C)(C)(C)OC(=O)N(C1CC(CCC1)NNC(=O)OCC1=CC=CC=C1)C